ClC=1C=C2C(=C3C4(NC(NC13)=O)CCCCC4)OC(=C2)CN2CCN(CC2)C(=O)N2CCCC2 5'-chloro-2'-{[4-(pyrrolidine-1-carbonyl)piperazin-1-yl]methyl}-7',8'-dihydro-6'H-spiro[cyclohexane-1,9'-furo[2,3-f]quinazoline]-7'-one